NC(CCCCCNCCO)C 2-[(4-aminoamyl)ethylamino]ethanol